(S)-quinuclidin-3-yl (7-(2-(2-methoxyethoxy)phenyl)-3,3-dimethylchroman-4-yl)carbamate COCCOC1=C(C=CC=C1)C1=CC=C2C(C(COC2=C1)(C)C)NC(O[C@@H]1CN2CCC1CC2)=O